(2S)-1-(3-(4-(5-trifluoromethylpyrimidin-2-yl)piperazine-1-carbonyl)pyrrolidin-1-yl)propane FC(C=1C=NC(=NC1)N1CCN(CC1)C(=O)C1CN(CC1)CCC)(F)F